1-bromo-4-(diethoxyphosphorylmethyl)-2-fluoro-3-methyl-benzene BrC1=C(C(=C(C=C1)CP(=O)(OCC)OCC)C)F